N-[(cyano(pyridine-2-yl)methyleneaminooxy)-(dimethylamino)methylene]-N-methylmethanaminium hexafluorophosphate F[P-](F)(F)(F)(F)F.C(#N)C(C1=NC=CC=C1)=NOC(=[N+](C)C)N(C)C